(trans-3-(3-cyclopropyl-4-(1-methyl-1H-pyrazolo[4,3-C]pyridin-6-yl)-1H-pyrazol-1-yl)cyclobutyl)methanol C1(CC1)C1=NN(C=C1C1=CC2=C(C=N1)C=NN2C)[C@@H]2C[C@H](C2)CO